(1S)-1-(2,2-difluoro-1,3-benzodioxol-5-yl)ethylamine FC1(OC2=C(O1)C=CC(=C2)[C@H](C)N)F